O=C1NCCCC[C@@H]1NC(OC(C)(C)C)=O (S)-tert-butyl (2-oxoazepan-3-yl)carbamate